OC(CCCCCC(=O)OC(CCCCCCCC)CCCCCCCC)CN(CCCCN(C(CN(CC(N(CCCCN(CC(CCCCCC(=O)OC(CCCCCCCC)CCCCCCCC)O)CC(CCCC(=O)OCCCCCCCCCCC)O)C)=O)C)=O)C)CC(CCCC(OCCCCCCCCCCC)=O)O di(heptadecan-9-yl) 7,27-dihydroxy-9,25-bis(2-hydroxy-6-oxo-6-(undecyloxy)hexyl)-14,17,20-trimethyl-15,19-dioxo-9,14,17,20,25-pentaazatritriacontanedioate